6-chloro-3-[(3-chloro-5-fluoro-4-methoxy-phenyl)-hydroxy-methylene]-5-(4-morpholinophenyl)indolin-2-one ClC1=C(C=C2C(C(NC2=C1)=O)=C(O)C1=CC(=C(C(=C1)F)OC)Cl)C1=CC=C(C=C1)N1CCOCC1